perfluoro(2-hydroxymethyl-2,4-dimethyl-1,3-dioxolane) potassium salt [K].FC1(OC(OC1(F)F)(C(F)(F)F)C(O)(F)F)C(F)(F)F